C(C=C)(=O)N1C[C@H](CC1)N1N=C(C=2C(=NC=C(C21)C#N)N)C#CC2=C(C(=CC(=C2F)OC)OC)F (S)-1-(1-acryloylpyrrolidin-3-yl)-4-amino-3-((2,6-difluoro-3,5-dimethoxyphenyl)ethynyl)-1H-pyrazolo[4,3-c]pyridine-7-carbonitrile